4-(2-chlorophenyl)-N-cyclohexyl-N-ethyl-4,5-dihydro-5-oxo-1H-tetrazole-1-carboxamide ClC1=C(C=CC=C1)N1N=NN(C1=O)C(=O)N(CC)C1CCCCC1